(R)-tetrahydropyrrole-2-carboxylic acid N1[C@H](CCC1)C(=O)O